ClS(=O)(=O)C1=CC=C(C=C1)NC([C@H](CC1=CC=CC=C1)NC(OC1CCOCC1)=O)=O (S)-tetrahydro-2H-pyran-4-yl 1-(4-(chlorosulfonyl)phenylamino)-1-oxo-3-phenylpropan-2-ylcarbamate